N-phenyl-N'-1-methylpentyl-p-phenylenediamine C1(=CC=CC=C1)NC1=CC=C(C=C1)NC(CCCC)C